C1(OCC2=C1C=CC=C2)=O benzo[C]furanone